isooctyl bis-mercaptoacetate SC(C(=O)OCCCCCC(C)C)S